ClCCF 1-Chloro-2-fluoroethane